calcium iodolate [IH]1C(=CC=C1)C(=O)[O-].[Ca+2].[IH]1C(=CC=C1)C(=O)[O-]